ClC1=CC=C(C=C1)C[C@@H]1[C@]([C@@](CC1)(C(=O)OC)C)(CN1N=CN=C1)O methyl (1R,2S,3R)-3-[(4-chlorophenyl)methyl]-2-hydroxy-1-methyl-2-(1H-1,2,4-triazol-1-ylmethyl)cyclopentanecarboxylate